(2-trityl-1,2,3,4-tetrahydroisoquinolin-6-yl)methanol C(C1=CC=CC=C1)(C1=CC=CC=C1)(C1=CC=CC=C1)N1CC2=CC=C(C=C2CC1)CO